(E)-6-((2-(aminomethyl)-3-fluoroallyl)oxy)-N-neopentylbenzo[d]oxazol-2-amine 4-methylbenzenesulfonate CC1=CC=C(C=C1)S(=O)(=O)O.NC/C(/COC1=CC2=C(N=C(O2)NCC(C)(C)C)C=C1)=C\F